(1S,4S)-N-{2-benzyl-2-azaspiro[3.3]heptan-6-yl}-5-[5-(trifluoromethyl)pyrazin-2-yl]-2,5-diazabicyclo[2.2.1]heptane-2-carboxamide C(C1=CC=CC=C1)N1CC2(C1)CC(C2)NC(=O)N2[C@@H]1CN([C@H](C2)C1)C1=NC=C(N=C1)C(F)(F)F